(R and S)-4,4-difluoro-5-methylazepan hydrochloride Cl.FC1(CCNCC[C@H]1C)F |r|